[Si](C)(C)(C(C)(C)C)OC=1C=C(C=C(C1)O[Si](C)(C)C(C)(C)C)B(O)O 3,5-BIS(TERT-BUTYLDIMETHYLSILYLOXY)PHENYLBORONIC ACID